C1(CCCC1)NC(OC1=CC(=CC=C1)C=1C=NC=C(C1)C1=NC=NN1COCC[Si](C)(C)C)=O 3-(5-(1-((2-(trimethylsilyl)ethoxy)methyl)-1H-1,2,4-triazol-5-yl)pyridin-3-yl)phenyl cyclopentylcarbamate